N[C@H]1CN(CCC1)C(=O)C=1C=C2C=3N(CCNC3C1)C(=N2)C=2N(C1=CC=CC(=C1C2)F)CC2CC2 (R)-(3-Aminopiperidin-1-yl)(2-(1-(cyclopropylmethyl)-4-fluoro-1H-indol-2-yl)-5,6-dihydro-4H-imidazo[1,5,4-de]quinoxalin-8-yl)methanone